(7S)-9-(2,6-difluorophenyl)-7-methyl-13,16-dioxa-18-thia-2,5,8-triazatetracyclo[8.8.0.02,6.011,17]octadeca-1(10),3,5,8,11(17)-pentaene-4-carboxylic acid FC1=C(C(=CC=C1)F)C1=N[C@H](C2=NC(=CN2C=2SC=3OCCOCC3C12)C(=O)O)C